C(C)(C)(C)NC1=CC(=C2C(=N1)C=C(S2)C2=CC=NN2)NCCN2C(CCC2)=O 1-(2-(5-(tert-butylamino)-2-(1H-pyrazol-5-yl)thieno[3,2-b]pyridin-7-ylamino)ethyl)-2-pyrrolidone